6-chloro-3-(4-chloro-3-fluorophenyl)-1-benzothiophene-2-carboxylic acid ClC1=CC2=C(C(=C(S2)C(=O)O)C2=CC(=C(C=C2)Cl)F)C=C1